2-ethyl-1-ethynyl-benzene C(C)C1=C(C=CC=C1)C#C